NC1=C(C(=O)NCC2CCCCC2)C=CC=C1 2-amino-N-(cyclohexylmethyl)benzamide